CC1(OB(OC1(C)C)C1=CC=C(N)C=C1)C 4-(4,4,5,5-tetramethyl-1,3,2-dioxaborolane-2-yl)aniline